FC(C=1C=C2C=C(NC2=CC1)C(N[C@H]1CN(CC[C@@H]2N(C1=O)[C@@H](CC2)C(N(C2=CC=CC=C2)C)=O)C(CC2=CC=CC=C2)=O)=O)(F)P(OCC)(OCC)=O diethyl (difluoro(2-(((5S,8S,10aR)-8-(methyl(phenyl)carbamoyl)-6-oxo-3-(2-phenylacetyl)decahydropyrrolo[1,2-a][1,5]diazocin-5-yl)carbamoyl)-1H-indol-5-yl)methyl)phosphonate